methyl-4-[(2-methyl-2-propenyl)amino]phenylacetic acid CC(C(=O)O)C1=CC=C(C=C1)NCC(=C)C